N-(3-methylbutyl)-3,5-bis-(pivaloylamino)-benzamide CC(CCNC(C1=CC(=CC(=C1)NC(C(C)(C)C)=O)NC(C(C)(C)C)=O)=O)C